C(C)N(C1C(CCC1)OC=1C(=C2CN(C(C2=CC1)=O)C1C(NC(CC1)=O)=O)F)CC 3-(5-((2-(diethylamino)cyclopentyl)oxy)-4-fluoro-1-oxoisoindolin-2-yl)piperidine-2,6-dione